ClC1=CC=C(C=C1)CCC(C)N 4-(4-chlorophenyl)butan-2-amin